S(N)(=O)(=O)NC(=O)N sulfamoyl-urea